2,3-Dibromopropionic acid BrC(C(=O)O)CBr